methyl 2-bromo-3-fluoro-4-hydroxybenzoate BrC1=C(C(=O)OC)C=CC(=C1F)O